2-(dimethylaminomethyl)ferrocen-1-yl-palladium(II) chloride CN(C)CC=1[C-](C=CC1)[Pd]Cl.[CH-]1C=CC=C1.[Fe+2]